CC1=CC(=NC(=N1)N1CC(C(C1)(F)F)(F)F)N 6-methyl-2-(3,3,4,4-tetrafluoropyrrolidin-1-yl)pyrimidin-4-amine